lithium thiosulfate silicate [Si]([O-])(O)(O)O.S(=S)(=O)(O)O.[Li+]